2,3-diphenyl-5-carboxyl-tetrazole chloride [Cl-].C1(=CC=CC=C1)N1NC(=NN1C1=CC=CC=C1)C(=O)O